N-(3-(2-((2,3-dihydro-1H-inden-2-yl)amino)pyrimidin-5-yl)phenyl)-1,4,6,7-tetrahydro-5H-[1,2,3]triazolo[4,5-c]pyridine-5-carboxamide C1C(CC2=CC=CC=C12)NC1=NC=C(C=N1)C=1C=C(C=CC1)NC(=O)N1CC2=C(CC1)NN=N2